tert-butyl 2-[2-(oxan-2-yloxy) ethoxy]-7-azaspiro[3.5]nonane-7-carboxylate O1C(CCCC1)OCCOC1CC2(C1)CCN(CC2)C(=O)OC(C)(C)C